COCC=1C=C(C=NC1)N1CC=2N=C(N=CC2CC1)NC=1C=CC(=C(C(=O)OC)C1)C1CCOCC1 methyl 5-({7-[5-(methoxymethyl)pyridin-3-yl]-5H,6H,7H,8H-pyrido[3,4-d]pyrimidin-2-yl}amino)-2-(oxan-4-yl)benzoate